ETHYL 1-(2-BROMO-4-CHLOROPHENYL)-1H-PYRAZOLE-3-CARBOXYLATE BrC1=C(C=CC(=C1)Cl)N1N=C(C=C1)C(=O)OCC